Tert-butyl [(3R,6S)-6-(dimethylcarbamoyl)tetrahydro-2H-pyran-3-yl]carbamate CN(C(=O)[C@@H]1CC[C@H](CO1)NC(OC(C)(C)C)=O)C